N-(3,4-dichlorophenyl)naphtho[2,3-d]oxazol-2-amine ClC=1C=C(C=CC1Cl)NC=1OC2=C(N1)C=C1C=CC=CC1=C2